CC(C)(C)C1=C(C(=CC=C1)C(C)(C)C)O [2,6-bis(1,1-dimethylethyl)]Phenol